C(#N)C1=CC(=C(C(=O)OC)C(=C1)F)F methyl 4-cyano-2,6-difluorobenzoate